9-(4-chloro-2-fluoro-phenyl)-7-[(2R,4S,6R)-2-(1-cyclopropylpyrazol-4-yl)-6-methyl-tetrahydropyran-4-yl]-2,3-dimethyl-pyrazino[1,2-a]pyrimidin-4-one ClC1=CC(=C(C=C1)C1=NC(=CN2C1=NC(=C(C2=O)C)C)[C@@H]2C[C@@H](O[C@@H](C2)C)C=2C=NN(C2)C2CC2)F